C=1(O)C(=C(C(O)=CC1)C1=CC=CC=C1C(=O)[O-])C1=CC=CC=C1C(=O)OC methyl hydroquinonedibenzoate